C(C)(C)(C)OC(NCC=1C=NC(=CC1C1=NN(C=C1)CC(=O)N)C1=CC=C(C=C1)F)=O tert-butyl((4-(1-(2-amino-2-oxoethyl)-1H-pyrazol-3-yl)-6-(4-fluorophenyl)pyridin-3-yl)methyl)carbamate